C(C1=CC=CC=C1)NC1=C2N=CN(C2=NC(=N1)C1=CC=C(C=C1)Cl)[C@H]1[C@@H]([C@@H]([C@H](O1)C(=O)NC)O)O (2s,3s,4r,5r)-5-(6-(benzylamino)-2-(4-chlorophenyl)-9H-purin-9-yl)-3,4-dihydroxy-N-methyltetrahydrofuran-2-carboxamide